NC(CSCC(=O)O)=O [(2-AMINO-2-OXOETHYL)THIO]ACETIC ACID